COC1(N(CC1)C)C methoxy-1,2-dimethylazetidin